(7S)-9-(2-chloro-6-fluoro-phenyl)-3-cyclopropyl-7-methyl-16-thia-2,4,5,8-tetraazatetracyclo[8.6.0.02,6.011,15]hexadeca-1(10),3,5,8,11(15)-penta-ene-13-carboxylic acid ethyl ester C(C)OC(=O)C1CC=2C=3C(=N[C@H](C4=NN=C(N4C3SC2C1)C1CC1)C)C1=C(C=CC=C1F)Cl